1-(5-(3-morpholinopropyl)furan-2-yl)ethan-1-one O1CCN(CC1)CCCC1=CC=C(O1)C(C)=O